4-fluoro-2-methyl-1-(1-methylpiperidin-4-yl)-6-(5-(pyridin-3-yl)-1H-pyrrolo[2,3-b]pyridin-3-yl)-1H-benzo[d]imidazole FC1=CC(=CC=2N(C(=NC21)C)C2CCN(CC2)C)C2=CNC1=NC=C(C=C12)C=1C=NC=CC1